O=C1C(=CN=C(N1CC(=O)N)C1=CC=C(C=C1)S(F)(F)(F)(F)F)NCCCC1=CC=CC=C1 2-(6-oxo-2-(4-(pentafluoro-lambda6-sulfanyl)phenyl)-5-((3-phenylpropyl)amino)pyrimidin-1(6H)-yl)acetamide